ClC1=CC=C(C=C1)N1C[C@@H](CC1)C(=O)N[C@@H]([C@H](O)C=1C=NC(=CC1)OC1CC1)CN1CCCC1 (R)-1-(4-chlorophenyl)-N-((1R,2R)-1-(6-cyclopropoxypyridin-3-yl)-1-hydroxy-3-(pyrrolidin-1-yl)propan-2-yl)pyrrolidine-3-carboxamide